NC1=NC=2C=CC(=CC2C=2N1C=NC2)C(=O)OC Methyl 5-aminoimidazo[1,5-c]quinazoline-9-carboxylate